O-(4-methoxybenzyl)-N-methylhydroxylamine hydrochloride Cl.COC1=CC=C(CONC)C=C1